ClC1=C(OC2=C(C=CC3=C2NC(=NS3(=O)=O)O)F)C=CC=C1 5-(2-chlorophenoxy)-6-fluoro-3-hydroxy-4H-benzo[e][1,2,4]thiadiazine 1,1-dioxide